1,1,1,3,3,3-hexafluoro-propan-2-yl (±)-1-((1-methylpiperidin-4-yl)carbamoyl)-6-azaspiro[2.5]octane-6-carboxylate CN1CCC(CC1)NC(=O)[C@@H]1CC12CCN(CC2)C(=O)OC(C(F)(F)F)C(F)(F)F |r|